1-(β-D-Ribofuranosyl)-nicotinamide [C@@H]1([C@H](O)[C@H](O)[C@H](O1)CO)N1CC(C(=O)N)=CC=C1